2-(4-chloro-5-(hydroxymethyl)-6-oxopyridazin-1(6H)-yl)acetic acid ClC=1C=NN(C(C1CO)=O)CC(=O)O